4,9-dimethyl-4b,5,5a,9b,10,10a-hexahydro-5,10-methanobenzo[3,4]cyclobuta[1,2-b]biphenylene-2,7-diamine CC1=CC(=CC2=C1C1C2C2C3C4=C(C=C(C=C4C3C1C2)N)C)N